COC1=C(C=CC=C1OC)C=1NC2=CC=C(C=C2C1C1CCOCC1)C1CCNCC1 2-(2,3-dimethoxyphenyl)-5-(piperidin-4-yl)-3-(tetrahydro-2H-pyran-4-yl)-1H-indole